((6-(5-fluoro-2-((4-morpholinophenyl)amino)-6-propyl-7H-pyrrolo[2,3-d]pyrimidin-7-yl)pyridin-2-yl)imino)dimethyl-λ6-sulfanone FC1=C(N(C=2N=C(N=CC21)NC2=CC=C(C=C2)N2CCOCC2)C2=CC=CC(=N2)N=S(=O)(C)C)CCC